N-[1-[4-bromo-2-(2-pyridinyl)pyrazol-3-yl]ethyl]-N-(cyclopropylmethyl)-3,5-bis(trifluoromethyl)benzamide BrC1=C(N(N=C1)C1=NC=CC=C1)C(C)N(C(C1=CC(=CC(=C1)C(F)(F)F)C(F)(F)F)=O)CC1CC1